ClC1=CC=C(C=C1)SC=1C=C(C=C(C1)N1C2=CC=CC=C2C=2C=CC=CC12)N1C2=CC=CC=C2C=2C=CC=CC12 9,9'-(5-((4-chlorophenyl)thio)-1,3-phenylene)bis(9H-carbazole)